8-bromoadenine BrC1=NC2=NC=NC(=C2N1)N